CC1(OCCN2C=3N=C(N=C(C3N=C21)N2CCOCC2)C=2C=NC(=NC2)N)C 5-(6,6-dimethyl-4-morpholino-8,9-dihydro-6H-[1,4]oxazino[4,3-e]purin-2-yl)pyrimidin-2-amine